ClC=1C(=NC(=CN1)Cl)C#N 3,6-dichloropyrazine-2-carbonitrile